C(C)(C)(C)OC([C@@H](NC(NC1=CC=C(C=C1)[N+](=O)[O-])=O)COC(C)(C)C)=O O-(tert-butyl)-N-((4-nitrophenyl)carbamoyl)-L-serine tert-butyl ester